acetamido-5-(3-methoxypropyl)-1,3-thiazole-4-carboxylic acid ethyl ester C(C)OC(=O)C=1N=C(SC1CCCOC)NC(C)=O